O[C@@H](C(=O)O)CC=1C=C2C=NNC2=C(C1)C (R)-2-hydroxy-3-(7-methyl-1H-indazol-5-yl)propanoic acid